FC(C)(C)C=1C(=NC=CC1)C(=O)N(C)C1=CC2=CN(N=C2C=C1OC)C1CCC(CC1)C=O (1-fluoro-1-methyl-ethyl)-N-[2-(4-formylcyclohexyl)-6-methoxy-indazol-5-yl]-N-methyl-pyridine-2-carboxamide